C(C)(C)(C)OC(=O)N1[C@@H]2C[C@@]2(C[C@H]1C(NC1=NC(=CC=C1)Cl)=O)C (1R,3S,5R)-3-((6-chloropyridin-2-yl)carbamoyl)-5-methyl-2-azabicyclo[3.1.0]Hexane-2-carboxylic acid tert-butyl ester